OC1=CC=C2C=C(C(OC2=C1)=N)C(N)=S 7-hydroxy-2-imino-2H-chromen-3-thioamide